3-cyclopropyl-N-(4-(pyridin-2-yl)benzyl)-5-(2,7-diazaspiro[3.5]non-2-yl)pyrazolo[1,5-a]pyrimidin-7-amine C1(CC1)C=1C=NN2C1N=C(C=C2NCC2=CC=C(C=C2)C2=NC=CC=C2)N2CC1(C2)CCNCC1